F[Sb-](F)(F)(F)(F)F.S1C(=CC2=C1C=CC=C2)C2=CC=C(C=C2)[SH+]CC2=CC=CC=C2 (4-(benzothien-2-yl)phenyl)benzylsulfonium hexafluoroantimonate